NC1=CN=C(C(=N1)N1CCC2(C[C@@H](OC2)C)CC1)C#N (3S,4S)-8-(6-amino-3-cyano-pyrazin-2-yl)-3-methyl-2-oxa-8-azaspiro[4.5]decane